(3R)-2-(3,4-Dichlorobenzoyl)-10-[(4-methoxyphenyl)methyl]-3-methyl-1,2,3,4,7,8,9,10-octahydro-11H-pyrido[4',3':3,4]pyrazolo[1,5-a][1,4]diazepin-11-one ClC=1C=C(C(=O)N2CC=3C(=NN4C3C(N(CCC4)CC4=CC=C(C=C4)OC)=O)C[C@H]2C)C=CC1Cl